C(CCCCCC)C(OCCCCCCN(CCCCO)CCCC\C=C/C\C=C/C\C=C/C\C=C/C\C=C/CC)O[Si](OCC(CCCCCCCC)CCCCCC)(C)C 13-heptyl-18-hexyl-5-((5Z,8Z,11Z,14Z,17Z)-icosa-5,8,11,14,17-pentaen-1-yl)-15,15-dimethyl-12,14,16-trioxa-5-aza-15-silahexacosan-1-ol